6-[4-(1S,4r)-[(4-[[(2S)-1-[6-oxo-5-(trifluoromethyl)-1,6-dihydropyridazin-4-yl]pyrrolidin-2-yl]methoxy]cyclohexyl)carbonyl]piperazin-1-yl]pyridine-3-carbonitrile O=C1C(=C(C=NN1)N1[C@@H](CCC1)COC1CCC(CC1)C(=O)N1CCN(CC1)C1=CC=C(C=N1)C#N)C(F)(F)F